N-[[6-[(1R)-1-Phenylethoxy]-2-pyridyl]sulfonyl]-2-(2,2,4-trimethylpyrrolidin-1-yl)pyridin-3-carboxamid C1(=CC=CC=C1)[C@@H](C)OC1=CC=CC(=N1)S(=O)(=O)NC(=O)C=1C(=NC=CC1)N1C(CC(C1)C)(C)C